ClC=1C=C(CNCCC(=O)NCCCNC2=NC3=C(C4=CN=CC=C24)C=CC(=C3)C(=O)N)C=CC1C(F)(F)F 5-((3-(3-((3-Chloro-4-(trifluoromethyl)benzyl)amino)propanamido)propyl)amino)benzo[c][2,6]naphthyridine-8-carboxamide